ClC1=NC(=CC=C1\C=N\S(=O)C(C)(C)C)F (E)-N-((2-chloro-6-fluoropyridin-3-yl)methylene)-2-methylpropane-2-sulfinamide